4-bromo-6-(3,4-dichlorophenyl)sulfanyl-1-[[4-(dimethylcarbamoyl)phenyl]methyl]pyrrolo[3,2-c]pyridine-2-carboxylic acid BrC1=NC(=CC2=C1C=C(N2CC2=CC=C(C=C2)C(N(C)C)=O)C(=O)O)SC2=CC(=C(C=C2)Cl)Cl